N-(1-(1-(3,4-Difluoro-5-hydroxyphenyl)-1H-indazol-5-yl)piperidin-4-yl)methanesulfonamide FC=1C=C(C=C(C1F)O)N1N=CC2=CC(=CC=C12)N1CCC(CC1)NS(=O)(=O)C